CN(C(CN1N=CC(=C1)C1=NC=2N3C(N(C(C2N1)=O)CCC)=NC=C3)=O)C N,N-dimethyl-2-[4-(4-oxo-5-propyl-3H-imidazo[2,1-B]purin-2-yl)pyrazol-1-yl]acetamide